BrC=1C=CC2=C(N(C(N2)=N)C[C@H]2[C@](C2)(C)CCOC2=C(C=NN2C)C=2C=C(C(=O)OC)C=C(N2)C)C1 methyl 2-(5-(2-((1S,2R)-2-((6-bromo-2-imino-2,3-dihydro-1H-benzo[d]imidazol-1-yl) methyl)-1-methylcyclopropyl) ethoxy)-1-methyl-1H-pyrazol-4-yl)-6-methylisonicotinate